5-{2-chloro-3-[(methylsulfamoyl)amino]phenoxy}-3-cyclopropyl-1-(2-fluoro-4-iodophenyl)-6,8-dimethylpyrido[2,3-d]pyrimidine-2,4,7-trione ClC1=C(OC2=C(C(N(C=3N(C(N(C(C32)=O)C3CC3)=O)C3=C(C=C(C=C3)I)F)C)=O)C)C=CC=C1NS(NC)(=O)=O